C(CCCCCCC)O[C@@H]1C[C@@]2([C@@H](C[C@H]3[C@@H]4CC[C@H]([C@@H](CCCC(C(CC(C(=O)O)O)CC(C(=O)O)O)C)C)[C@]4(CC[C@@H]3[C@]2(CC1)C)C)NCCC=1N=CNC1)O.OC=1C=C(C(=O)N2CCOCC2)C=C(C1O)O 4-(3,4,5-trihydroxybenzoyl)morpholine 3β-octanoxy-5α-hydroxy-6β-[2-(1H-imidazol-4-yl)ethylamino]cholestanedilactate